CN1C(=NC=C1COC=1C=NC2=CC(=NC(=C2C1)OC1CCC(CC1)NC1=NC(=CN=C1)C(F)(F)F)N1CCOCC1)[N+](=O)[O-] N-[4-[[3-[(3-methyl-2-nitro-imidazol-4-yl)methoxy]-7-morpholino-1,6-naphthyridin-5-yl]oxy]cyclohexyl]-6-(trifluoromethyl)pyrazin-2-amine